The molecule is an omega-hydroxy fatty acid ascaroside that is bhos#22 in which the hydroxy group at position 4 of the ascarylopyranose moiety has been has been converted to the corresponding 1H-indole-3-carboxylate ester. It is a metabolite of the nematode Caenorhabditis elegans. It has a role as a Caenorhabditis elegans metabolite. It is a 3-hydroxy carboxylic acid, a 4-O-(1H-indol-3-ylcarbonyl)ascaroside, an omega-hydroxy fatty acid ascaroside and a monocarboxylic acid. It derives from a bhos#22 and a (3R)-3,13-dihydroxytridecanoic acid. C[C@H]1[C@@H](C[C@H]([C@@H](O1)OCCCCCCCCCC[C@H](CC(=O)O)O)O)OC(=O)C2=CNC3=CC=CC=C32